C(C)OC1=CC=CC2=C1OC=1CN(CCC12)CCNC(C1=CC=CC=C1)=O N-(2-(8-ethoxy-3,4-dihydrobenzofuro[2,3-c]pyridin-2(1H)-yl)ethyl)benzamide